C(C)(C)(C)OC(NCCOC1=C(C=C(C=C1)F)CC1=CC(=CC(=C1)F)C#N)=O (2-(2-(3-cyano-5-fluorobenzyl)-4-fluorophenoxy)ethyl)carbamic acid tert-butyl ester